BrC1=C(C(C(C#N)(C(=C1)N1CCC2(CC2)CC1)[2H])F)CCO 4-bromo-2-fluoro-3-(2-hydroxyethyl)-6-(6-azaspiro[2.5]oct-6-yl)benzonitrile-1-d